NC1=NC2=CC=C(C=C2C(=N1)N)C(C)NN 2-(1-(2,4-diaminoquinazolin-6-yl)ethyl)hydrazine